C(C)(C)C1=C(N=CN1CCOCC1CCCCC1)C=C1C(NCC(N1)=O)=O 6-((5-isopropyl-1-((cyclohexylmethoxy)ethyl)-1H-imidazol-4-yl)methylene)piperazine-2,5-dione